7-chloro-8-ethyl-10-(2-(pyridin-3-yl)ethyl)benzo[g]pteridine ClC=1C(=CC2=C(NC=3C=NC=NC3N2CCC=2C=NC=CC2)C1)CC